C(CCC)C(=CCCC)CCCC 5-butyl-4-nonene